P(=O)(OC[C@@H](COC(CCCCCCC\C=C/CCCCCCCC)=O)OC(CCCCCCC\C=C/C\C=C/C\C=C/CC)=O)(OCC[N+](C)(C)C)[O-] (R)-2-(((9Z,12Z,15Z)-octadeca-9,12,15-trienoyl)oxy)-3-(oleoyloxy)propyl (2-(trimethylammonio)ethyl) phosphate